2-Amino-1,3-thiazole-4-carbonitrile NC=1SC=C(N1)C#N